2-fluoro-1,4-benzenediamine FC1=C(C=CC(=C1)N)N